calcium aluminum manganese iron [Fe].[Mn].[Al].[Ca]